ClC(C(=O)[O-])(Cl)Cl Trichloroacetat